Cl.ClC1=CC(=C(C=C1)C1=CC(=C(C=C1)N1CCNCC1)F)N1CC(CCC1)N1N=CC(=C1C(F)(F)F)C(=O)O 1-{1-[4-chloro-3'-fluoro-4'-(piperazin-1-yl)[1,1'-biphenyl]-2-yl]piperidin-3-yl}-5-(trifluoromethyl)-1H-pyrazole-4-carboxylic acid hydrochloride